C(C1=CC=C(C=C1)NC(CCCC)=O)C1=CC=C(C=C1)NC(CCCC)=O N,N'-[methylenebis(4,1-phenylene)]bis[pentanamide]